C(C)(C)(C)OC(NC1=C(C(=CC=C1)N1CCC(CC1)C1OCCO1)OC)=O {3-[4-(1,3-Dioxolan-2-yl)piperidin-1-yl]-2-methoxyphenyl}carbamic acid tert-butyl ester